N[C@@H]1[C@H]2C[C@@H]([C@@H](C1)C2)NC(OC(C)(C)C)=O |r| tert-butyl (rac-(1R,2S,4R,5S)-5-aminobicyclo[2.2.1]heptan-2-yl)carbamate